FC1(CCC(CC1)NC1=NC(=NC(=C1OC)C(=C)OCC)C=1SC=C(N1)C)F N-(4,4-difluorocyclohexyl)-6-(1-ethoxyvinyl)-5-methoxy-2-(4-methylthiazol-2-yl)pyrimidin-4-amine